alpha-benzyloxycarbonyl-aminophenylacetic acid C(C1=CC=CC=C1)OC(=O)C(C(=O)O)(C1=CC=CC=C1)N